FC=1C=C2C(=NNC2=CC1OCCOC)C1=CC(=NO1)C1=CC=C(C=C1)N=S1(CCNCC1)=O 1-[(4-{5-[5-Fluoro-6-(2-methoxyethoxy)-1H-indazol-3-yl]-1,2-oxazol-3-yl}phenyl)imino]-1λ6-thiomorpholin-1-one